2,4,6-trimethyl-benzoyl-phenyl-phosphonic acid CC1=C(C(=O)C2=C(C=CC=C2)P(O)(O)=O)C(=CC(=C1)C)C